(2R)-N-(4-tert-butylphenyl)-N-[2-[[2-(dimethylamino)-2-oxo-ethyl]amino]-2-oxo-1-(3-pyridyl)ethyl]-1-(2,2,2-trifluoroacetyl)pyrrolidine-2-carboxamide C(C)(C)(C)C1=CC=C(C=C1)N(C(=O)[C@@H]1N(CCC1)C(C(F)(F)F)=O)C(C(=O)NCC(=O)N(C)C)C=1C=NC=CC1